2-({4-[2-(4-ethylphenyl)-2-methyl-1,3-benzodioxol-4-yl]piperidin-1-yl}methyl)-1-(2-methoxyethyl)-1H-benzimidazole-6-carboxylic acid, formate salt C(=O)O.C(C)C1=CC=C(C=C1)C1(OC2=C(O1)C=CC=C2C2CCN(CC2)CC2=NC1=C(N2CCOC)C=C(C=C1)C(=O)O)C